CC=1C=C2CC(C(C2=CC1)=O)C(=O)OC methyl 5-methyl-1-oxo-2,3-dihydro-1H-indene-2-carboxylate